FC1=CC(=C(C=2NC(=NC21)C2=C(C=1C(NC2=O)=CN(N1)C)N[C@@H](C)C1=NC=CC=N1)F)N1CCOCC1 (S)-6-(4,7-difluoro-6-morpholino-1H-benzo[d]imidazol-2-yl)-2-methyl-7-((1-(pyrimidin-2-yl)ethyl)amino)-2H-pyrazolo[4,3-b]pyridin-5(4H)-one